2-chloro-6-{[(2S)-1-(1H-tetrazol-1-yl)propan-2-yl]oxy}pyrazine ClC1=NC(=CN=C1)O[C@H](CN1N=NN=C1)C